4-(7-methylquinoline-2-yl)benzamide CC1=CC=C2C=CC(=NC2=C1)C1=CC=C(C(=O)N)C=C1